C1(=CC=CC=C1)CCCCCCCC[Mg] (8-phenyloctyl)magnesium